FC1=CC=C2C=NN(C2=C1)C1=CC=C(N)C=C1 4-(6-fluoro-indazol-1-yl)-aniline